tert-butyl 4-(3-(2,4-dioxotetrahydropyrimidin-1(2H)-yl)-1-methyl-1H-indazol-7-yl)-3,6-dihydropyridine-1(2H)-carboxylate O=C1N(CCC(N1)=O)C1=NN(C2=C(C=CC=C12)C=1CCN(CC1)C(=O)OC(C)(C)C)C